C(C)O[Si](CCCN=C(CC(C)C)C)(OCC)OCC 3-triethoxysilyl-N-(1,3-dimethyl-butylidene)-propylamine